FC1=C(C=CC(=C1)C(F)(F)F)C1(CC1)C(=O)NC=1C=C(C(=C(C(=O)OCC)C1)C=1C=NC(=CC1)C(F)(F)F)C Ethyl 5-[({1-[2-fluoro-4-(trifluoromethyl) phenyl]cyclopropyl} carbonyl)amino]-3-methyl-2-[6-(trifluoromethyl) pyridin-3-yl]benzoate